7,9-dimethyl-theophylline CN1CN(C=2N(C(N(C)C(C12)=O)=O)C)C